(6R,7R)-3-methoxymethyl-7-[2-(2-amino-4-thiazolyl)-2-[(Z)-(methoxyimino)]acetamido]-8-oxo-5-thia-1-azabicyclo[4.2.0]oct-2-ene-2-formic acid COCC1=C(N2C([C@H]([C@H]2SC1)NC(\C(=N/OC)\C=1N=C(SC1)N)=O)=O)C(=O)O